2-(1-(4-(4-methylpiperazin-1-yl) phenyl) ethyl)-10H-phenothiazinesalicylate CN1CCN(CC1)C1=CC=C(C=C1)C(C)C1=C(C=2NC3=CC=CC=C3SC2C=C1)C=1C=CC=C(C1C(=O)[O-])O